ClC1=CC=C(C=C1)C1=CC=C(C=C1)CCCN1C(N=CC2=C1SC(=C2)C)C(F)(F)F N-(3-(4'-chloro-[1,1'-biphenyl]-4-yl)propyl)-6-methyl-2-(trifluoromethyl)thieno[2,3-d]pyrimidin